P(=O)(OC[C@]1(O[C@H]([C@@H]([C@@H]1O)O)C1=CC=C2C(=NC=NN21)N)C#N)(OC[C@@H](CCCCCCCCCCCCCCCCCCC)OC2=CC(=C(C(=C2)OC)C#N)OC)O ((2R,3S,4R,5S)-5-(4-aminopyrrolo[2,1-f][1,2,4]triazin-7-yl)-2-cyano-3,4-dihydroxytetrahydrofuran-2-yl)methyl ((R)-2-(4-cyano-3,5-dimethoxyphenoxy) henicosyl) hydrogen phosphate